CC(CCC(=O)O)(C#N)N=NC(C)(CCC(=O)O)C#N azobis(cyanovaleric acid)